C(C=C)(=O)NC=1C=C(C=CC1C)C1=C(NC2=NC=C(C=C21)C(=O)O)C2=CC=C(C=C2)N2CCN(CC2)C 3-(3-acrylamido-4-methylphenyl)-2-(4-(4-methylpiperazin-1-yl)phenyl)-1H-pyrrolo[2,3-b]pyridine-5-carboxylic acid